S1C(=NC2=C1C=CC=C2)NC2=C(C1=C(N=N2)N(CCC1)C=1SC(=CN1)CCCOC1=C(C=C(C=C1)C#CCNCCN(C)C)F)C 2-[3-(1,3-Benzothiazol-2-ylamino)-4-methyl-6,7-dihydro-5H-pyrido[2,3-c]pyridazin-8-yl]-5-[3-[4-[3-[2-(dimethylamino)ethylamino]prop-1-ynyl]-2-fluorophenoxy]propyl]thiazol